N1CC2(C=3C1=NC=C(C3)C=3C=C1[C@](C(NC1=CC3)=O)(O)CC)CC2 (R)-5-(1',2'-dihydrospiro[cyclopropane-1,3'-pyrrolo[2,3-b]pyridin]-5'-yl)-3-ethyl-3-hydroxyindolin-2-one